Tert-butyl 3-[5-(difluoromethyl)-4-(ethoxycarbonyl)-1H-pyrazol-1-yl]piperidine-1-carboxylate FC(C1=C(C=NN1C1CN(CCC1)C(=O)OC(C)(C)C)C(=O)OCC)F